O[C@@H]1CN(CC1)C(CNC(=O)C1=CC2=C(N(C(=N2)NC=2SC3=C(N2)C=CC(=C3)Cl)C)C=C1)=O 2-(6-Chloro-benzothiazol-2-ylamino)-1-methyl-1H-benzoimidazole-5-carboxylic acid [2-((S)-3-hydroxy-pyrrolidin-1-yl)-2-oxo-ethyl]-amide